Bis[3-(trimethoxylsilyl)propyl]amine O(C)[Si](CCCNCCC[Si](OC)(OC)OC)(OC)OC